S1SSSSSS1 heptasulfur